C(C(C)C)[C@@H]1N(C[C@@H](NC[C@@H](N(C[C@@H](N(C1)CC(=O)O)CC(C)C)CC(=O)O)CC(C)C)CC(C)C)CC(=O)O 2,2',2''-((2S,5S,8S,11S)-2,5,8,11-tetraisobutyl-1,4,7,10-tetraazacyclododecane-1,4,7-triyl)triacetic acid